C(CCCCCCCC=CCCCCCCCCCC)=O 9-Eicosenal